Cl.CNCCC(C)C N,3-dimethylbutane-1-amine hydrochloride